1-[[5-(7-chloro-1-benzofuran-3-yl)-3-methylpyrazin-2-yl]oxy]-2-methylpropan-2-ol ClC1=CC=CC=2C(=COC21)C=2N=C(C(=NC2)OCC(C)(O)C)C